1-tert-butyl-3-vinyl-pyrazolo[3,4-d]pyrimidin-4-amine C(C)(C)(C)N1N=C(C=2C1=NC=NC2N)C=C